[Ca+2].CN1C=2C(NC(=NC2NCC1CNC1=CC=C(C(N[C@H](CCC(=O)[O-])C(=O)O)=O)C=C1)N)=O.CN1C=2C(NC(=NC2NCC1CNC1=CC=C(C(N[C@H](CCC(=O)[O-])C(=O)O)=O)C=C1)N)=O |&1:20,&2:53| DL-5-methyltetrahydrofolate calcium